5-[2-aminoethyl-[8-(1-octylnonoxy)-8-oxo-octyl]amino]pentyl dodecanoate C(CCCCCCCCCCC)(=O)OCCCCCN(CCCCCCCC(=O)OC(CCCCCCCC)CCCCCCCC)CCN